methyl 2-(4-bromobenzoyl)-1,2,3,4-tetrahydroisoquinoline-6-carboxylate BrC1=CC=C(C(=O)N2CC3=CC=C(C=C3CC2)C(=O)OC)C=C1